N-(2-benzoylphenyl)-2-bromoacetamide C1=CC=C(C=C1)C(=O)C2=CC=CC=C2NC(=O)CBr